C(C)NS(=O)(=O)C1=C(C=CC=C1)C=1N=C(SC1)[C@@H]1CC[C@H](CC1)NC(OC1COC1)=O oxetan-3-yl (trans-4-(4-(2-(N-ethylsulfamoyl)phenyl)thiazol-2-yl)cyclohexyl)carbamate